NC1=NC=2C=CC(=CC2C2=C1[C@H](OC2)C)C(=O)N(CC2=NC=C(C=C2)C(F)(F)F)C2CCOCC2 (3R)-4-amino-3-methyl-N-(tetrahydro-2H-pyran-4-yl)-N-((5-(trifluoromethyl)-2-pyridinyl)methyl)-1,3-dihydrofuro[3,4-c]quinoline-8-carboxamide